tert-butyl ({[(1R,2S,4R)-4-{[5-({4-[(1R)-7-chloro-3,4-dihydro-1H-isochromen-1-yl]-5-methyl-2-thienyl}carbonyl)pyrimidin-4-yl]amino}-2-hydroxycyclopentyl]methoxy}sulfonyl)carbamate ClC1=CC=C2CCO[C@H](C2=C1)C=1C=C(SC1C)C(=O)C=1C(=NC=NC1)N[C@H]1C[C@@H]([C@H](C1)COS(=O)(=O)NC(OC(C)(C)C)=O)O